2-((5-(3-fluorophenyl)-1,3,4-thiadiazol-2-yl)methyl)oxazole-4-carboxylic acid FC=1C=C(C=CC1)C1=NN=C(S1)CC=1OC=C(N1)C(=O)O